CN1C(=C2OC[C@@H]3[C@H](NS(C2=C1)(=O)=O)CN(C3)C(=O)C=3N=COC3)C(=O)NC3=CC(=C(C(=C3)F)F)F cis-7-Methyl-2-(oxazol-4-carbonyl)-N-(3,4,5-trifluorophenyl)-2,3,3a,4,10,10a-hexahydro-1H,7H-dipyrrolo[3,4-b:3',4'-f][1,4,5]oxathiazocin-8-carboxamid-5,5-dioxid